O=C1N(C(C=C1)=O)CCC(=O)N[C@H](C(=O)N[C@@H](C)C(NC1=CC=C(C=C1)CO)=O)C (2S)-2-[3-(2,5-dioxopyrrol-1-yl)propanamido]-N-[(1S)-1-{[4-(hydroxymethyl)phenyl]carbamoyl}ethyl]propanamide